{5-[(tert-butoxycarbonyl)amino]-1,2,4-thiadiazol-3-yl}(oxo)acetic acid C(C)(C)(C)OC(=O)NC1=NC(=NS1)C(C(=O)O)=O